C(=O)C=1C(=NN(C1C)C)C#N 4-formyl-1,5-dimethyl-1H-pyrazole-3-carbonitrile